6-(2,3-difluorophenyl)-2-phenoxymethylimidazo[1,2-a]pyrimidine FC1=C(C=CC=C1F)C=1C=NC=2N(C1)C=C(N2)COC2=CC=CC=C2